8-octadienal C=CC=CCCCC=O